3-(3-cyclopropyl-4-(4,4,5,5-tetramethyl-1,3,2-dioxaborolan-2-yl)phenyl)-5-methyl-1,2,4-oxadiazole C1(CC1)C=1C=C(C=CC1B1OC(C(O1)(C)C)(C)C)C1=NOC(=N1)C